BrCCN1C=C(C=2N(C(C=CC21)=O)C)C2=NC(=NC(=C2)OC2=CC=C(C=C2)C(F)(F)F)C 1-(2-bromoethyl)-4-methyl-3-{2-methyl-6-[4-(trifluoromethyl)phenoxy]pyrimidin-4-yl}-1H,4H,5H-pyrrolo[3,2-b]pyridin-5-one